1-[(trimethoxy)methyl]naphthalene COC(C1=CC=CC2=CC=CC=C12)(OC)OC